3-methyl-quercetin CC1(C(OC=2C=C(C=C(C2C1=O)O)O)C1=CC(O)=C(O)C=C1)O